O1C(=NC2=C1C=CC=C2)C=2C(=C(C(=C(C2C#N)N2C1=CC=C(C=C1C=1C=C(C=CC21)C#N)C#N)N2C1=CC=C(C=C1C=1C=C(C=CC21)C#N)C#N)N2C1=CC=C(C=C1C=1C=C(C=CC21)C#N)C#N)N2C1=CC=C(C=C1C=1C=C(C=CC21)C#N)C#N 9,9',9'',9'''-(5-(benzo[d]oxazol-2-yl)-6-cyanobenzene-1,2,3,4-tetrayl)tetrakis(9H-carbazole-3,6-dicarbonitrile)